6-Methoxy-N-(3-iodophenyl)-2-(trifluoromethyl)-1H-imidazo[4,5-b]pyrazin-5-amin COC1=C(N=C2C(=N1)NC(=N2)C(F)(F)F)NC2=CC(=CC=C2)I